4-(4-(6-(((1s,2s,3r,5r)-2-fluoro-9-azabicyclo[3.3.1]non-3-yl)oxy)pyridazin-3-yl)-3-hydroxyphenyl)-1-methylpyridin-2(1H)-one F[C@H]1[C@@H]2CCC[C@H](C[C@H]1OC1=CC=C(N=N1)C1=C(C=C(C=C1)C1=CC(N(C=C1)C)=O)O)N2